(E)-N-ethyl-N-(thiophen-2-ylmethyl)-3-o-tolyl-acrylamide tert-butyl-((2S,3S)-2-(hydroxymethyl)tetrahydro-2H-pyran-3-yl)carbamate C(C)(C)(C)N(C(O)=O)[C@@H]1[C@H](OCCC1)CO.C(C)N(C(\C=C\C1=C(C=CC=C1)C)=O)CC=1SC=CC1